C(C)C1(CCC=2NC3=CC=CC=C3C2C1)CO (3-ethyl-2,3,4,9-tetrahydro-1H-carbazol-3-yl)methanol